BrC=1C=CC=2C(N(C(C3=CC=CC1C23)=O)C2=CC(=C(C=C2)OC)OC)=O 6-bromo-2-(3,4-dimethoxyphenyl)-1H-benzo[de]isoquinoline-1,3(2H)-dione